N1(CCC1)C1=NN2C(N=CC=C2)=C1C(=O)O (azetidin-1-yl)pyrazolo[1,5-a]pyrimidine-3-carboxylic acid